FC1(CCC(CC1)C(=O)NCC[C@H](CN1CC(CC1)(C1=NC(=CC=C1)C(F)(F)F)F)O)F 4,4-Difluoro-N-((3R)-4-(3-fluoro-3-(6-(trifluoromethyl)pyridin-2-yl)pyrrolidin-1-yl)-3-hydroxybutyl)cyclohexane-1-carboxamide